2-chloro-1,3-dimethyl-3,4,5,6-tetrahydropyrimidinium chloride [Cl-].ClC1=[N+](CCCN1C)C